2-[(1,3-Benzodioxol-5-yloxy)methyl]-3,4-difluorobenzoic acid O1COC2=C1C=CC(=C2)OCC2=C(C(=O)O)C=CC(=C2F)F